methyl (R)-3-((tert-butoxycarbonyl)amino)-2-(3-(N-(4-chloro-3-fluorobenzyl)phenylsulfonamido) bicyclo[1.1.1]pentane-1-carboxamido)-3-methylbutanoate C(C)(C)(C)OC(=O)NC([C@H](C(=O)OC)NC(=O)C12CC(C1)(C2)N(S(=O)(=O)C2=CC=CC=C2)CC2=CC(=C(C=C2)Cl)F)(C)C